2-Cyclopentylpiperidine C1(CCCC1)C1NCCCC1